1-(2,3,8,8-Tetramethyl-1,2,3,4,5,6,7,8-octahydronaphthalen-2-yl)ethanone CC1(CC=2C(CCCC2CC1C)(C)C)C(C)=O